ClC=1C=C2C(=NC1OC)C(=C(N2C)C2=NNC(=N2)C(C)O)N2C=NC=C2 1-(3-(6-chloro-3-(1H-imidazol-1-yl)-5-methoxy-1-methyl-1H-pyrrolo[3,2-b]pyridin-2-yl)-1H-1,2,4-triazol-5-yl)ethan-1-ol